FC(F)(F)C1=CC=CC2=NN(N=C21)C2=C(C(=CC(=C2)C(C)(C)CC(C)(C)C)C(C)(C)C2=CC=CC=C2)O trifluoromethyl-2-(2-hydroxy-3-α-cumyl-5-tert-octylphenyl)benzotriazole